4-(2-cyano-3-fluoro-5-(2-methylprop-1-en-1-yl)phenyl)piperazine-1-carboxylic acid tert-butyl ester C(C)(C)(C)OC(=O)N1CCN(CC1)C1=C(C(=CC(=C1)C=C(C)C)F)C#N